FC=1C=C(C=C(C1)F)NC(=O)C1(COC1)C(=O)O 3-[(3,5-difluorophenyl)carbamoyl]oxetane-3-carboxylic acid